1-(8-fluoro-7-(7-fluoro-3-(methoxymethoxy)-8-((triisopropylsilyl)ethynyl)naphthalene-1-yl)-5-Methyl-2-(methylthio)pyrido[4,3-d]pyrimidin-4-yl)-3-methylazetidin-3-ol FC1=C(N=C(C2=C1N=C(N=C2N2CC(C2)(O)C)SC)C)C2=CC(=CC1=CC=C(C(=C21)C#C[Si](C(C)C)(C(C)C)C(C)C)F)OCOC